5-chloro-3,6-difluorothieno[3,2-b]thiophene-2-carboxylic acid ClC1=C(C=2SC(=C(C2S1)F)C(=O)O)F